1-(2,6-dichloro-9H-purin-9-yl)dodecan-1-one ClC1=NC(=C2N=CN(C2=N1)C(CCCCCCCCCCC)=O)Cl